diethyl (4-aminobenzyl)phosphonate NC1=CC=C(CP(OCC)(OCC)=O)C=C1